5-(perfluoroethyl)-3,5-bis(trifluoromethyl)heptane FC(C(F)(F)F)(C(CC(CC)C(F)(F)F)(CC)C(F)(F)F)F